3-(3-carboxypropynylamino)phenylboronic acid C(=O)(O)CC#CNC=1C=C(C=CC1)B(O)O